NC=1C(=C(OC=2C(=C(C(=O)OC(C)(C)C)C(=CC2)[N+](=O)[O-])C)C=C(C1)F)F tert-butyl 3-(3-amino-2,5-difluorophenoxy)-2-methyl-6-nitrobenzoate